ClC=1N=C(C2=C(N1)N(C=C2C2CC2)COCC[Si](C)(C)C)NCCCO 3-((2-chloro-5-cyclopropyl-7-((2-(trimethylsilyl)ethoxy)methyl)-7H-pyrrolo[2,3-d]pyrimidin-4-yl)amino)propan-1-ol